1h-benzimidazole zinc salt trihydrate O.O.O.[Zn].N1C=NC2=C1C=CC=C2